C(CCCCCCCCCCCCCCC)N[C@@H](CS)C(=O)O N-CETYLCYSTEINE